ClC1CC(C1)[C@@H](C=1C=C(C=CC1)N1C(C2=CC(=CC(=C2C1)C(F)(F)F)CNC1(CCC1)C)=O)C1=NN=CN1C 2-(3-((S)-((1r,3S)-3-chlorocyclobutyl)(4-methyl-4H-1,2,4-triazol-3-yl)methyl)phenyl)-6-(((1-methylcyclobutyl)amino)methyl)-4-(trifluoromethyl)isoindolin-1-one